FC1=C(C=C(C(=C1)O)[N+](=O)[O-])C(C)=O 1-(2-Fluoro-4-hydroxy-5-nitrophenyl)ethan-1-one